C(C1=CC=CC=C1)OC=1C=CC2=C(C(=C(O2)C)C(=O)N[C@@H]2C[C@H](NC2)C(=O)O)C1 (2S,4R)-4-(5-(benzyloxy)-2-methylbenzofuran-3-carboxamido)pyrrolidine-2-carboxylic acid